CN(C(C)(COCCCCCCCC\C=C/C\C=C/CCCCC)COCCCCCCCC\C=C/C\C=C/CCCCC)C 2-(dimethylamino)-3-[(9Z,12Z)-octadeca-9,12-dien-1-yloxy]-2-{[(9Z,12Z)-octadeca-9,12-dien-1-yloxy]methyl}propan